4-Cyclopropoxy-3-nitropyridine C1(CC1)OC1=C(C=NC=C1)[N+](=O)[O-]